3-(ethylthio)bromobenzene C(C)SC=1C=C(C=CC1)Br